2-(4-methyl-1H-indol-1-yl)propanoic acid CC1=C2C=CN(C2=CC=C1)C(C(=O)O)C